4-bromo-1-isopropyl-8-(methylsulfinyl)-1H-imidazo[4,5-H]quinazoline BrC1=CC=2C=NC(=NC2C2=C1N=CN2C(C)C)S(=O)C